N,N-bis(phenylmethyl)-1,2-ethylenediamine C1(=CC=CC=C1)CN(CCN)CC1=CC=CC=C1